1-[(3S)-4-(3-fluorophenyl)-3-methyl-piperazin-1-yl]-2-methoxy-4-methyl-pent-4-en-1-one FC=1C=C(C=CC1)N1[C@H](CN(CC1)C(C(CC(=C)C)OC)=O)C